C(C)N1CC(CCC1)COC1=C(C=C2C(=NC=NC2=C1)C1=CC=C(C=C1)NC(CN1N=NC(=C1)C(C)C)=O)OC N-(4-(7-((1-ethylpiperidin-3-yl)methoxy)-6-methoxyquinazolin-4-yl)phenyl)-2-(4-isopropyl-1H-1,2,3-triazol-1-yl)acetamide